1-(4-fluorophenyl)-2-methyl-1,2,3,4-tetrahydroisoquinoline FC1=CC=C(C=C1)C1N(CCC2=CC=CC=C12)C